CC1(OB(OC1(C)C)C1=CC(=CC2=CC=CC(=C12)C#C[Si](C(C)C)(C(C)C)C(C)C)NC(OC(C)(C)C)=O)C t-butyl (4-(4,4,5,5-tetramethyl-1,3,2-dioxaborolan-2-yl)-5-((triisopropylsilyl)ethynyl)naphthalen-2-yl)carbamate